((2S)-4-CYCLOHEXYL-1-(MORPHOLINOSULFONYL)PYRROLIDIN-2-YL)METHANOL C1(CCCCC1)C1C[C@H](N(C1)S(=O)(=O)N1CCOCC1)CO